COC(=O)[C@H]1N(C[C@@H]([C@@H]1C)F)C(=O)OC(C)(C)C (2s,3r,4r)-4-fluoro-3-methylpyrrolidine-1,2-dicarboxylic acid 1-(tert-butyl) ester 2-methyl ester